CC1=C(C=NC=C1)S(=O)(=O)C1=CC=C(C=C1)CNC(=O)C=1C=NC=2N(C1)C=CN2 N-{[4-(4-methylpyridine-3-sulfonyl)phenyl]methyl}imidazo[1,2-a]pyrimidine-6-carboxamide